NC=1CC(=CC2=C(N1)C=CS2)C(=O)N(CCC)CC#CCN 5-amino-N-(4-aminobut-2-ynyl)-N-propyl-6H-thieno[3,2-b]azepine-7-carboxamide